NS(=O)(C1=CSC=C1C(N)=O)=NC([C@H](CC(C)C)NC(OC(C)(C)C)=O)=O tert-butyl ((2S)-1-((amino(4-carbamoylthiophen-3-yl)(oxo)-λ6-sulfanylidene)amino)-4-methyl-1-oxopentan-2-yl)carbamate